ClC1=C(C=C(C=C1)C(F)(F)F)N(CC(=O)NCC1=CC=NC=C1)S(=O)(=O)C1=CC=C(C)C=C1 2-[(2-chloro-5-trifluoromethyl-phenyl)-(toluene-4-sulfonyl)-amino]-N-pyridin-4-ylmethyl-acetamide